2,5-dioxopyrrolidin-1-yl 2-(3-((3-((tert-butoxycarbonyl)amino)propyl)amino)phenyl)-2-phenylacetate C(C)(C)(C)OC(=O)NCCCNC=1C=C(C=CC1)C(C(=O)ON1C(CCC1=O)=O)C1=CC=CC=C1